OC1C(OC(=C1C)C)=O 3-hydroxy-4,5-dimethylfuran-2-one